4-methyl-4-p-methylphenyl-2,5-cyclohexadienone oxime CC1(C=CC(C=C1)=NO)C1=CC=C(C=C1)C